1-(3-acetylphenyl)-3-(3-(2-methoxyethyl)-2,4-dioxo-1-(3-(pyrrolidin-1-yl)propyl)-1,2,3,4-tetrahydroquinazolin-6-yl)urea C(C)(=O)C=1C=C(C=CC1)NC(=O)NC=1C=C2C(N(C(N(C2=CC1)CCCN1CCCC1)=O)CCOC)=O